1-[[7-[8-ethyl-7-fluoro-3-(methoxymethoxy)-1-naphthyl]-8-fluoro-4-[(6S)-6-hydroxy-6-methyl-1,4-oxazepan-4-yl]pyrido[4,3-d]pyrimidin-2-yl]oxymethyl]cyclopropanecarbaldehyde C(C)C=1C(=CC=C2C=C(C=C(C12)C1=C(C=2N=C(N=C(C2C=N1)N1CCOC[C@@](C1)(C)O)OCC1(CC1)C=O)F)OCOC)F